CCCCC[C@@H](/C=C/C=C\\C/C=C\\CCCCCCC(=O)O)OO The molecule is a hydroperoxyicosatrienoic acid that is (8Z,11Z,13E)-icosatrienoic acid in which the pro-S hydrogen at position 15 has been replaced by a hydroperoxy group. It is a conjugate acid of an (8Z,11Z,13E,15S)-15-hydroperoxyicosa-8,11,13-trienoate.